4'-amyl-biphenyl-4-nitrile C(CCCC)C1=CC=C(C=C1)C1=CC=C(C=C1)C#N